BrC=1C=C2C(C(NC2=CC1)=O)=NN=C1SCC(N1C1=C(C=CC=C1)F)=O 5-bromo-3-(2-(3-(2-fluorophenyl)-4-oxothiazolidin-2-ylidene)hydrazono)-1H-indol-2-one